(S)-(1-(2-(benzyloxy)ethyl)cyclopentyl)(2,3-dichloro-6-fluorophenyl)methanamine C(C1=CC=CC=C1)OCCC1(CCCC1)[C@H](N)C1=C(C(=CC=C1F)Cl)Cl